1-(tribromomethyl)sulfonyl-2-methylnaphthalene BrC(S(=O)(=O)C1=C(C=CC2=CC=CC=C12)C)(Br)Br